(S)-N-(2-Amino-5-((3-methylpiperidin-1-yl)methyl)-3-(trifluoromethyl)phenyl)-6-cyclopropyl-4-(4-fluoro-2-(4-methyl-4H-1,2,4-triazol-3-yl)phenyl)picolinamide NC1=C(C=C(C=C1C(F)(F)F)CN1C[C@H](CCC1)C)NC(C1=NC(=CC(=C1)C1=C(C=C(C=C1)F)C1=NN=CN1C)C1CC1)=O